CON=C1/C(/CC2=CC=CC=C12)=C/C1=CC=C(C=C1)F ((E)-4-fluorobenzylidene)-2,3-dihydro-1H-inden-1-one-O-methyl oxime